Cl.NCC(CNC1=CC(=CC=C1)OCC1=CC=CC=C1)N (aminomethyl)-N2-(3-(benzyloxy)phenyl)ethane-1,2-diamine hydrochloride